C(C)(=O)NC1=CC=C(C=2C=C(\C(\C(C12)=O)=N/NC1=CC=C(C2=CC=C(C=C12)S(=O)(=O)[O-])N=NC1=CC=C(C=C1)S(=O)(=O)[O-])S(=O)(=O)[O-])S(=O)(=O)[O-].[Na+].[Na+].[Na+].[Na+].C(C)(C)OOC1=CC=CC=C1 isopropyl-peroxybenzene tetrasodium (6Z)-4-acetamido-5-oxo-6-[[7-sulfonato-4-(4-sulfonatophenyl)azo-1-naphthyl]hydrazono]naphthalene-1,7-disulfonate